(6R)-6-{[2-(1-ethyl-3-methyl-1H-pyrazol-4-yl)-7-(methylsulfonyl)[1,2,4]triazolo[1,5-c]quinazolin-5-yl]amino}-1,4-diazepin-5-one C(C)N1N=C(C(=C1)C1=NN2C(=NC=3C(=CC=CC3C2=N1)S(=O)(=O)C)NC=1C(N=CC=NC1)=O)C